3-(2-ethylpyrazol-3-yl)-1-[(4-methylphenyl)dioxy-λ6-thio]-5-[4-(4-methylpiperazin-1-yl)phenyl]pyrrolo[2,3-b]pyridine C(C)N1N=CC=C1C1=CN(C2=NC=C(C=C21)C2=CC=C(C=C2)N2CCN(CC2)C)[SH4]OOC2=CC=C(C=C2)C